ethyl (S)-1-(chlorocarbonyl)piperidine-3-carboxylate ClC(=O)N1C[C@H](CCC1)C(=O)OCC